(R)-N-(6-(3-(2-ethoxyphenoxy)piperidin-1-yl)pyrazin-2-yl)-4,5-dimethylthiazol-2-amine C(C)OC1=C(O[C@H]2CN(CCC2)C2=CN=CC(=N2)NC=2SC(=C(N2)C)C)C=CC=C1